CN(C=CC(=O)C1=NC(=CC=C1)C)C 3-(dimethylamino)-1-(6-methyl-2-pyridinyl)prop-2-en-1-one